1-benzyl-3-fluoro-5-(trifluoromethyl)pyrrolidin-2-one C(C1=CC=CC=C1)N1C(C(CC1C(F)(F)F)F)=O